Cl.FC1=C(C=C(C=C1)CO)C1=CC(=CC=2NN=NC21)C#N 4-[2-fluoro-5-(hydroxymethyl)phenyl]-1H-benzo[d][1,2,3]triazole-6-carbonitrile hydrochloride